C1(=CC=CC=C1)C=1N=C(C2=C(N1)C1=C(O2)C=CC(=C1)C=1C=CC=2N(C3=CC=CC=C3C2C1)C1=CC=CC=C1)C1=CC=CC=C1 2,4-diphenyl-8-(9-phenyl-9H-carbazol-3-yl)-benzo[4,5]furo[3,2-d]pyrimidine